CN1C(=O)N(C(=O)C(C1=O)CCCC)C 1,3-dimethyl-5-n-Butyl-barbituric acid